C(C)N(CC(=O)O)C1=CC=C(C=C1)C1=NOC(=N1)C(F)(F)F ethyl-{4-[5-(trifluoromethyl)-1,2,4-oxadiazol-3-yl]phenyl}glycine